4-[(prop-2-ynylamino)sulfonyl]benzoic acid C(C#C)NS(=O)(=O)C1=CC=C(C(=O)O)C=C1